FC1=C(CP(O)(O)=O)C(=C(C(=C1F)F)F)F 2,3,4,5,6-pentafluorobenzylphosphonic acid